C12CCC(C=C1)C2 bicyclo[2.2.1]-5-heptene